bis(2,2,2-trifluoroethyl) 2,2'-(ethane-1,2-diylbis(azanediyl))bis(2-oxoacetate) C(CNC(C(=O)OCC(F)(F)F)=O)NC(C(=O)OCC(F)(F)F)=O